4-(1-(4-cyanophenyl)-5-(3,5-dimethylisoxazol-4-yl)-1H-pyrrolo[2,3-b]pyridin-3-yl)-3-(trifluoromethoxy)benzoic acid C(#N)C1=CC=C(C=C1)N1C=C(C=2C1=NC=C(C2)C=2C(=NOC2C)C)C2=C(C=C(C(=O)O)C=C2)OC(F)(F)F